C(=O)OC1=CC2=CC=CC=C2C=C1 naphthalen-2-ol formate